CC1=C(N[Fe](Cl)Cl)C(=CC(=C1)C)C 2,4,6-trimethylanilinoiron dichloride